Cl.N[C@@H]1C2=CC=CC=C2CC12CCN(CC2)C=2C(=NC(=CN2)SC2=C(C=1N(C=C2)C=C(N1)C1=NC(=CC=C1)OC)Cl)CO (S)-(3-(1-amino-1,3-dihydrospiro[indene-2,4'-piperidine]-1'-yl)-6-((8-chloro-2-(6-methoxypyridin-2-yl)imidazo[1,2-a]pyridin-7-yl)thio)pyrazin-2-yl)methanol hydrochloride